CC1=NC=2C(=NC(=CC2)C=2C=CN3N=C(N=CC32)N[C@@H]3CC[C@@H](CC3)OCCOC)N1C 5-(2,3-dimethyl-3H-imidazo[4,5-b]pyridin-5-yl)-N-(cis-4-(2-methoxyethoxy)cyclohexyl)pyrrolo[2,1-f][1,2,4]triazin-2-amine